OCC(CC(S(=O)(=O)O)NC)(CO)CO tri(hydroxymethyl)methylaminopropanesulfonic acid